[H-].[Na+].BrC=1C=C2CCC(N(C2=CC1)COCC[Si](C)(C)C)=O 6-Bromo-1-(2-trimethylsilylethoxymethyl)-3,4-dihydroquinolin-2-one Sodium hydride